[2-[5-(aminomethyl)pyrimidin-2-yl]-5-fluorophenyl]-[1-(2,2-difluoroethyl)pyrazol-4-yl]methanone NCC=1C=NC(=NC1)C1=C(C=C(C=C1)F)C(=O)C=1C=NN(C1)CC(F)F